FC=1C=C(C(=NC1)OC)[C@@H]1N(CCC1)C1=NC=2N(C=C1)N=CC2C(=O)N (R)-5-(2-(5-fluoro-2-methoxypyridin-3-yl)pyrrolidin-1-yl)pyrazolo[1,5-a]pyrimidine-3-carboxamide